CC=1N=C(N(C1)C(=O)NCCC1=CC=CC=C1)OCCN1CCN(CC1)C 4-Methyl-2-(2-(4-methylpiperazin-1-yl)ethoxy)-N-phenethyl-1H-imidazole-1-carboxamide